CC1=CC=CC(=N1)C1=C(C=NN1)C=1C=C2C=C(C=NC2=CC1)C(=O)O[C@H]1CNCC1 (R)-pyrrolidin-3-yl 6-(5-(6-methylpyridin-2-yl)-1H-pyrazol-4-yl)quinoline-3-carboxylate